ClC=1C=C(C=C(C1OC1=CN(C(C=C1)=O)CC1=CC=C(C=C1)C)Cl)N1N=C(C(NC1=O)=O)C#N 2-[3,5-dichloro-4-[[1-(4-methylbenzyl)-6-oxo-1,6-dihydropyridin-3-yl]oxy]phenyl]-3,5-dioxo-1,2,4-triazine-6-carbonitrile